BrC1=C(C(=O)C2N(CCC2)C(=O)OC(C)(C)C)C=CC=C1 tert-butyl 2-(2-bromobenzoyl)pyrrolidine-1-carboxylate